17-Bromo-N,12-dimethyl-1,10,13-trioxo-N-(pent-4-yn-1-yl)-1-(4-sulfamoylphenyl)-14-oxa-2,9,12-triazaheptadec-16-en-17-amine oxide BrC(=CCOC(N(CC(NCCCCCCNC(C1=CC=C(C=C1)S(N)(=O)=O)=O)=O)C)=O)[N+](CCCC#C)(C)[O-]